C(#N)N1[C@H]2[C@@H](C[C@@H]1CC2)NC(C2=CC=C(C=C2)SC2=C(C=CC=C2)C)=O N-((1R,2R,4S)-7-cyano-7-azabicyclo[2.2.1]heptan-2-yl)-4-((2-methylphenyl)sulfanyl)benzamide